BrC1=CC=C2C=3C(C4=C(C(C3NC2=C1)(C)C)C=C(C(=C4)C#N)N4CCC(CC4)N4CCN(CC4)C4CC4)=O 3-bromo-8-(4-(4-cyclopropylpiperazin-1-yl)piperidin-1-yl)-6,6-dimethyl-11-oxo-6,11-dihydro-5H-Benzo[b]carbazole-9-carbonitrile